(S,R/S)-4-(2-hydroxypropan-2-yl)-5-methyl-N'-((3-methyl-1,2,3,5,6,7-hexahydrodicyclopenta[b,e]pyridin-8-yl)carbamoyl)thiazole-2-sulfonimidamide OC(C)(C)C=1N=C(SC1C)[S@](=O)(N)=NC(NC1=C2C(=NC3=C1CCC3)[C@@H](CC2)C)=O |&1:25|